(R)-4-(6-(([1,1'-biphenyl]-4-ylmethyl)amino)-9-isopropyl-9H-purin-2-yl)-2-methylpiperazine-1-carboxylic acid tert-butyl ester C(C)(C)(C)OC(=O)N1[C@@H](CN(CC1)C1=NC(=C2N=CN(C2=N1)C(C)C)NCC1=CC=C(C=C1)C1=CC=CC=C1)C